O=C1NC(CC[C@@H]1N1CC2=CC=C(C(=C2C1=O)F)CNC(OC1CC(C1)C1=C(C=CC2=C1N=CS2)C)=O)=O (1s,3s)-3-(5-methylbenzo[d]thiazol-4-yl)cyclobutyl ((2-(2,6-dioxopiperidin-3-yl)-4-fluoro-3-oxoisoindolin-5-yl)methyl)carbamate